ClC=1C=C(C=CC1C#N)N1CC2(C[C@H]1C)CCN(CC2)C(=O)C=2C=CC(=NC2)SC2CCN(CC2)C2CN(C2)C2=CC(=C(C(=O)NC1C(NC(CC1)=O)=O)C=C2)F 4-(3-(4-((5-((R)-2-(3-Chloro-4-cyanophenyl)-3-methyl-2,8-diazaspiro[4.5]decane-8-carbonyl)pyridin-2-yl)thio)piperidin-1-yl)azetidin-1-yl)-N-(2,6-dioxopiperidin-3-yl)-2-fluorobenzamide